(S)-N-(4-fluoro-5-((3-((2-methoxypyridin-4-yl)methyl)pyrrolidin-1-yl)methyl)thiazol-2-yl)acetamide FC=1N=C(SC1CN1C[C@H](CC1)CC1=CC(=NC=C1)OC)NC(C)=O